4-{(S)-2-[(S)-2-(methoxycarbonylamino)-3-phenylpropanamido]-2-[2-(thiophen-2-yl)thiazol-4-yl]ethyl}-phenylsulfamic acid COC(=O)N[C@H](C(=O)N[C@@H](CC1=CC=C(C=C1)NS(O)(=O)=O)C=1N=C(SC1)C=1SC=CC1)CC1=CC=CC=C1